ClC1=CC=C(OC2=CC=C(C#N)C=C2)C=C1 4-(4-Chlorophenoxy)benzonitrile